ClC=1C(=C(C=CC1F)[C@H](NC(=O)N1[C@@H](C(NCC1)=O)C)[C@@H]1CC12CC2)F (2R)-N-((R)-(3-chloro-2,4-difluorophenyl)((R)-spiro[2.2]pentan-1-yl)methyl)-2-methyl-3-oxopiperazine-1-carboxamide